BrC1=CC2=C(C=N1)N(C=1C2=NC=C(C1Cl)C#N)CC(F)(F)F 8-bromo-4-chloro-5-(2,2,2-trifluoroethyl)-5H-pyrrolo[3,2-b:5,4-c']dipyridine-3-carbonitrile